N1N=C(C2=CC=CC=C12)C1=CC=CC2=NC(N=C21)=[Se] indazoleyl-benzimidazoleselon